3-(4,5-dimethyl-thiazolyl)2,5-diphenyl-tetrazolium bromide [Br-].CC=1N=C(SC1C)N1N([NH2+]C(=N1)C1=CC=CC=C1)C1=CC=CC=C1